C(=O)C1CCC(CC1)N1N=C2C=C(C(=CC2=C1)C1=NC(=CC=C1)C(F)(F)F)C(C)C [2-(4-formylcyclohexyl)-6-isopropyl-indazol-5-yl]-6-(trifluoromethyl)pyridine